5-[4-[3-[2-(1-piperidinyl)ethoxy]pyrrolidin-1-yl]furo[2,3-d]pyrimidin-6-yl]-1H-pyrimidine-2,4-dione N1(CCCCC1)CCOC1CN(CC1)C=1C2=C(N=CN1)OC(=C2)C=2C(NC(NC2)=O)=O